OCCCCCCOC1=CC=C(C(=O)OC2=CC=CC=C2)C=C1 phenyl 4-((6-hydroxyhexyl)oxy)benzoate